(4-Chlorophenyl)(3-(quinolin-2-yl)-5-thioxo-1,5-dihydro-4H-1,2,4-triazol-4-yl)methanone ClC1=CC=C(C=C1)C(=O)N1C(=NNC1=S)C1=NC2=CC=CC=C2C=C1